N-(2-nitro-5-cyanophenyl)morpholine-4-sulfonamide [N+](=O)([O-])C1=C(C=C(C=C1)C#N)NS(=O)(=O)N1CCOCC1